C1(CCCCC1)P(C1=C(SC=C1P(C1CCCCC1)C1CCCCC1)C1CCCC1)C1CCCCC1 3,4-bis(dicyclohexylphosphino)-2-cyclopentylthiophene